7-(cyclohexylamino)-3-(2,6-dichloro-3,5-dimethoxyphenyl)-1-(1-(4-(dimethylamino)but-2-enoyl)pyrrolidin-3-yl)-3,4-dihydropyrimido[4,5-d]pyrimidin-2(1H)-one C1(CCCCC1)NC1=NC=C2C(=N1)N(C(N(C2)C2=C(C(=CC(=C2Cl)OC)OC)Cl)=O)C2CN(CC2)C(C=CCN(C)C)=O